CC1=C(C=C2CC[C@@](OC2=C1C)(C)CCC[C@H](C)CCC[C@H](C)CCCC(C)C)O (+)-GAMMA-TOCOPHEROL